(4-benzhydrylpiperazin-1-yl)(4-methoxyphenyl)methanone C(C1=CC=CC=C1)(C1=CC=CC=C1)N1CCN(CC1)C(=O)C1=CC=C(C=C1)OC